CN1CCN(CC1)C1CCN(CC1)C1=CC=C(C=N1)NC=O N-(6-(4-(4-methylpiperazin-1-yl)piperidin-1-yl)pyridin-3-yl)carboxamide